OC(CC(=O)OC)CCC(=O)OC Dimethyl 3-Hydroxyadipate